COC1=CC2=C(C=CCO2)C=C1 7-methoxybenzopyran